ClC1=NN(C=2C=C(C3=C(C12)C(NC3(O)C3=C(C=CC(=C3)F)Cl)=O)C3=C(C(=O)N)C=C(C=C3C(F)(F)F)F)CC(F)(F)F [1-chloro-6-(2-chloro-5-fluorophenyl)-6-hydroxy-8-oxo-3-(2,2,2-trifluoroethyl)-7,8-dihydro-6H-pyrrolo[4,3-e]indazol-5-yl]-5-fluoro-3-(trifluoromethyl)benzamide